bis(3-(trifluoromethyl)-5-(2-pyridinyl)pyrazolyl)dimethylphenylphosphine osmium (II) [Os+2].FC(C1=NNC(=C1C=1C(=C(C=CC1)P(C)C)C=1C(=NNC1C1=NC=CC=C1)C(F)(F)F)C1=NC=CC=C1)(F)F